3,3'-((2-(6-azidohexanamido)propane-1,3-diyl)bis(oxy))dipropionic acid N(=[N+]=[N-])CCCCCC(=O)NC(COCCC(=O)O)COCCC(=O)O